hafnium-zirconium carbon [C].[Zr].[Hf]